OC(C1=C(C=CC=C1)[N+](=O)[O-])O hydroxy-2-nitrobenzyl alcohol